ClC1=C(C=CC=C1Cl)N1CCN(CC1)CCC1CCC(CC1)N (1R,4R)-4-(2-(4-(2,3-dichlorophenyl)piperazin-1-yl)ethyl)cyclohexylamine